N1CC(C1)CN1CCN(CC1)C1=CC=C(C=C1)C1C(NC(CC1)=O)=O 3-[4-[4-(azetidin-3-ylmethyl)piperazin-1-yl]phenyl]piperidine-2,6-dione